(methoxymethoxy)quinazolin COCOC1=NC2=CC=CC=C2C=N1